N-((4R,5S,7R,8R,9S,10R)-8,10-dihydroxy-7-(hydroxymethyl)-9-(4-(3,4,5-trifluorophenyl)-1H-1,2,3-triazol-1-yl)-1,6-dioxaspiro[4.5]dec-4-yl)quinoline-4-carboxamide O[C@H]1[C@H](O[C@@]2([C@@H](CCO2)NC(=O)C2=CC=NC3=CC=CC=C23)[C@@H]([C@H]1N1N=NC(=C1)C1=CC(=C(C(=C1)F)F)F)O)CO